C1(=CC=CC2=CC=CC=C12)C(=O)N1C(C2=CC=CC=C2C1=O)=O 2-(1-naphthoyl)isoindoline-1,3-dione